C(C)(=O)C=1C(OC2=CC=C(C=C2C1)C1=C2C=C(C(=CC2=CC2=C1C(OC2)=O)OC)OC)=O 9-(3-acetyl-2-oxo-2H-chromen-6-yl)-6,7-dimethoxynaphtho[2,3-c]furan-1(3H)-one